(S)-N-(4-amino-4-oxo-1-phenylbutyl)-6-methoxy-5-(4-(trifluoromethyl)phenyl)-3,4-dihydroisoquinoline-2(1H)-carboxamide NC(CC[C@@H](C1=CC=CC=C1)NC(=O)N1CC2=CC=C(C(=C2CC1)C1=CC=C(C=C1)C(F)(F)F)OC)=O